1-Methyl-3-(4-pyridyloxy)pyrrolidin-2-one CN1C(C(CC1)OC1=CC=NC=C1)=O